α-cadinene CC1=C[C@@H]2C(=C(C)CC[C@H]2C(C)C)CC1